4-(4-chlorophenoxy)-4-ethynyl-tetrahydro-2H-pyran ClC1=CC=C(OC2(CCOCC2)C#C)C=C1